ClC1=C(C=CC=C1)N1CCN(C2=CC=CC=C12)C(=O)N1CCCCC1 (4-(2-chlorophenyl)-3,4-dihydroquinoxalin-1(2H)-yl)(piperidin-1-yl)methanone